6-methoxy-1,2,3-trimethyl-1,2,3,4-tetrahydroisoquinolin-7-amine COC=1C=C2CC(N(C(C2=CC1N)C)C)C